Hydroxy-4-methoxyphenylpropyl-3-(3-hydroxy-4-methoxyphenyl)propanal ethyl-2-(3-(3-(((tetrahydro-2H-pyran-2-yl)oxy)methyl)phenyl)oxetan-3-yl)acetate C(C)OC(CC1(COC1)C1=CC(=CC=C1)COC1OCCCC1)=O.OC(C=O)(CC1=CC(=C(C=C1)OC)O)CCCC1=CC=C(C=C1)OC